FC(C(=O)O)(F)F.FC1=CC(=CC2=CN(N=C12)C)NC(=O)N1CCC=2C1=NC=CC2N2C(C(NC(C2)(C)C)(C)C)=O N-(7-fluoro-2-methyl-2H-indazol-5-yl)-4-(3,3,5,5-tetramethyl-2-oxopiperazin-1-yl)-2,3-dihydro-1H-pyrrolo[2,3-b]pyridine-1-carboxamide 2,2,2-trifluoroacetate